3-[(1-ethoxy-1-oxopropan-2-yl)carbamoyl]-3-{[(4-nitrophenyl)carbamoyl]amino}propanoic acid C(C)OC(C(C)NC(=O)C(CC(=O)O)NC(NC1=CC=C(C=C1)[N+](=O)[O-])=O)=O